Propyl-butenyl-piperidine C(CC)C1N(CCCC1)C=CCC